N-({4-chloro-1H,3H-furo[3,4-c]quinolin-7-yl}methyl)-2-cyclopropyl-N-[6-(4-methylpiperazin-1-yl)-2-(trifluoromethyl)pyridin-3-yl]pyrimidine-5-carboxamide ClC1=NC=2C=C(C=CC2C2=C1COC2)CN(C(=O)C=2C=NC(=NC2)C2CC2)C=2C(=NC(=CC2)N2CCN(CC2)C)C(F)(F)F